IC=1C=CC(=C(CN2C(C(=CC=C2)OC)=O)C1)OC 1-(5-iodo-2-methoxybenzyl)-3-methoxypyridin-2(1H)-one